[Br-].ClC1=CC=2N(C3=CC=CC=C3SC2C=C1)CCC[N+](C)(C)CC 3-(2-chloro-10H-phenothiazin-10-yl)-N-ethyl-N,N-dimethylpropan-1-aminium bromide